(5,6-diphenyl-1,2,4-triazin-3-yl)sulfanyl-N-methyl-acetamide C1(=CC=CC=C1)C=1N=C(N=NC1C1=CC=CC=C1)SCC(=O)NC